[(3S)-5-oxopyrrolidin-3-yl]4-[3-[2-(isopropylamino)-3-pyridyl]pyrazolo[1,5-a]pyrimidin-5-yl]piperazine-1-carboxylate O=C1C[C@@H](CN1)OC(=O)N1CCN(CC1)C1=NC=2N(C=C1)N=CC2C=2C(=NC=CC2)NC(C)C